methyl 2-(4-bromo-2-(trifluoromethyl)phenoxy)-2-methylpropanoate BrC1=CC(=C(OC(C(=O)OC)(C)C)C=C1)C(F)(F)F